3-hydroxydodecane OC(CC)CCCCCCCCC